FC(F)(F)S(=O)(=O)O.FC(F)(F)S(=O)(=O)O.[Li] lithium bis(trifluoromethyl-sulfonic acid)